C(CCCCC(CC)N)N octane-1,6-diamine